8-Cyclopentyl-1,3-dimethylxanthine C1(CCCC1)C1=NC=2N(C(N(C(C2N1)=O)C)=O)C